CN(C=1C=C(C=CC1)NC=1C2=C(N=C(N1)C1=CC=NC=C1)CCNC2)C N3,N3-dimethyl-N1-[2-(4-pyridyl)-5,6,7,8-tetrahydropyrido[4,3-d]pyrimidin-4-yl]benzene-1,3-diamine